(S)-7-((1H-pyrazol-1-yl)methyl)-4-(cyclopropylethynyl)-4-(1,1-difluoroethyl)-6-fluoro-3,4-dihydroquinazolin-2(1H)-one N1(N=CC=C1)CC1=C(C=C2[C@](NC(NC2=C1)=O)(C(C)(F)F)C#CC1CC1)F